FC(C(=O)O)(F)F.C(#C)C1(CNC1)O 3-ethynylazetidin-3-ol trifluoroacetate